Cl.CN[C@@H]1COC2=C1C=NC(=C2)C(F)(F)F (S)-N-methyl-6-(trifluoromethyl)-2,3-dihydrofuro[3,2-c]pyridin-3-amine hydrochloride